ClC=1C(=CC(=C(C1)C1=CC(=C(N=N1)C)NC1=CC(=NC=C1)NC(CCN1CCN(CC1)C)=O)F)F N-(4-{[6-(5-chloro-2,4-difluorophenyl)-3-methylpyridazin-4-yl]amino}pyridin-2-yl)-3-(4-methylpiperazin-1-yl)propanamide